FC=1C=CC(=C(C(=O)NC2=CC=C(C=C2)C(\C=C\C2=CC=C(C=C2)N(C)CCO)=O)C1)C 5-Fluoro-N-[4-[(E)-3-[4-[2-hydroxyethyl(methyl)amino]phenyl]prop-2-enoyl]phenyl]-2-methylbenzamide